4-methoxy-N-((S)-4-methyl-1-oxo-1-(((S)-1-((S)-2-oxopyrrolidin-3-yl)but-3-yn-2-yl)amino)pentan-2-yl)-1H-indole-2-carboxamide COC1=C2C=C(NC2=CC=C1)C(=O)N[C@H](C(N[C@@H](C[C@H]1C(NCC1)=O)C#C)=O)CC(C)C